methyl trans-4-(pyrrolo[3,2-c]pyridin-1-ylmethyl)cyclohexanecarboxylate N1(C=CC=2C=NC=CC21)C[C@@H]2CC[C@H](CC2)C(=O)OC